CC12CNCC2(C1)C(=O)OCC ethyl 5-methyl-3-azabicyclo[3.1.0]hexane-1-carboxylate